NC1C(CN(CC1)C1=CC=C2C(C(=CN(C2=C1)C)CN(CC1=CC(=NC=C1)C)[C@@H]1CN(CCC1)C=1C=NC(=CC1)C)=O)(F)F 7-(4-amino-3,3-difluoropiperidin-1-yl)-1-methyl-3-({[(3S)-1-(6-methylpyridin-3-yl)piperidin-3-yl][(2-methylpyridin-4-yl)methyl]amino}methyl)-1,4-dihydroquinolin-4-one